1-[1-(2-methoxyethyl)pyrrolidin-3-yl]-4-oxo-1,4-dihydroquinoline-3-carboxylic acid COCCN1CC(CC1)N1C=C(C(C2=CC=CC=C12)=O)C(=O)O